N-(5-hydroxy-6-methoxypyridin-2-yl)acetamide OC=1C=CC(=NC1OC)NC(C)=O